C1(\C(\C)=C/C(=O)O1)=O citraconic acid (anhydride)